beta-D-galactopyranosyl-(1-2)-alpha-D-xylopyranose [C@@H]1([C@H](O)[C@@H](O)[C@@H](O)[C@H](O1)CO)O[C@H]1[C@@H](O)OC[C@H]([C@@H]1O)O